The molecule is an amino disaccharide that is an N-acetyl-alpha-D-glucosamine in which the hydroxy group at position 3 has been converted into the corresponding beta-D-glucopyranoside. It is an amino disaccharide, a glycosylglucose derivative, a beta-D-glucoside and a member of acetamides. CC(=O)N[C@@H]1[C@H]([C@@H]([C@H](O[C@@H]1O)CO)O)O[C@H]2[C@@H]([C@H]([C@@H]([C@H](O2)CO)O)O)O